FC1(CN(C1)C(CC1=CC=C(C=C1)NC=1N=CC2=C(N1)CN(CC2)C2=C(C1=C(OCCN1)N=C2)C)=O)F 1-(3,3-difluoroazetidin-1-yl)-2-{4-[(7-{8-methyl-1H,2H,3H-pyrido[2,3-b][1,4]oxazin-7-yl}-5H,6H,7H,8H-pyrido[3,4-d]pyrimidin-2-yl)amino]phenyl}ethan-1-one